C1(CCC1)CN1[C@H]2[C@@]3(CCCC[C@@]3(C=3C=C(C=CC3C2)O)CC1)O (-)-17-cyclobutylmethyl-3,14-dihydroxymorphinan